FC1=C(C(=CC2=C1N=CS2)F)NC2=C1C(=NC=C2)SC(=C1)C1[C@H](NCCC1)C 4,6-difluoro-N-(2-((2R)-2-methyl-piperidin-3-yl)thieno[2,3-b]pyridin-4-yl)benzo[d]thiazol-5-amine